CC1=C(C=CC=C1)C=1NC=NN1 5-(2-methylphenyl)-4H-1,2,4-triazole